N[C@H](C#N)CC1=C(C=C(C=C1)C1=CC=C(C=C1)CN1CCN(CC1)C)F (S)-2-amino-3-(3-fluoro-4'-((4-methylpiperazin-1-yl)methyl)-[1,1'-biphenyl]-4-yl)propionitrile